FC1=C(C(=C(C(=C1C[B-](CC1=C(C(=C(C(=C1F)F)F)F)F)(CC1=C(C(=C(C(=C1F)F)F)F)F)CC1=C(C(=C(C(=C1F)F)F)F)F)F)F)F)F.C(C)(=O)NC1=CC=C(C=C1)[S+](C1=CC=CC=C1)C1=CC=CC=C1 4-acetamidophenyldiphenylsulfonium tetrakis-(pentafluoro-benzyl)-borate